N-[4-[[4-(diethylamino)phenyl][4-(ethylamino)-1-naphthyl]methylene]-2,5-cyclohexadien-1-ylidene]-N-ethylethanaminium chloride [Cl-].C(C)N(C1=CC=C(C=C1)C(=C1C=CC(C=C1)=[N+](CC)CC)C1=CC=C(C2=CC=CC=C12)NCC)CC